(S)-bicyclo[1.1.1]pentan-1-yl-[(tert-butoxycarbonyl)amino]acetic acid C12(CC(C1)C2)[C@@H](C(=O)O)NC(=O)OC(C)(C)C